C(C)OC(=O)[C@H]1NC[C@H](CC1)NCC1=CC=CC=C1 (2s,5s)-5-(benzylamino)-piperidine-2-carboxylic acid ethyl ester